CC1=CC=C2C(N3C(=NC2=C1)C(=CC=C3)C(=O)NCCN3CCCC3)=O 3-methyl-11-oxo-N-(2-(pyrrolidin-1-yl)ethyl)-11H-pyrido[2,1-b]quinazoline-6-carboxamide